4-[[2-(4-Chloro-3-hydroxyphenyl)acetyl]amino]-N-(4-cyanotetrahydropyran-4-yl)pyridin ClC1=C(C=C(C=C1)CC(=O)NC1=CCN(C=C1)C1(CCOCC1)C#N)O